C(#N)C(C#N)=C1C(C2=CC=CC=C2C1)=O dicyanomethyleneindenone